(S)-4-(4-(3-aminopiperidin-1-yl)-6-((2-(2,4-difluoro-6-methoxyphenyl)pyrimidin-4-yl)amino)pyridin-3-yl)but-3-yn-1-ol N[C@@H]1CN(CCC1)C1=C(C=NC(=C1)NC1=NC(=NC=C1)C1=C(C=C(C=C1OC)F)F)C#CCCO